FC(OCC1CCC(C(N1C1=CC=C(C(=O)O)C=C1)=O)C1=CC=C(C=C1)C(F)(F)F)F 4-(6-((difluoromethoxy)methyl)-2-oxo-3-(4-(trifluoromethyl)phenyl)piperidin-1-yl)benzoic acid